C(C)(C)(C)N(C(=O)OC(C)(C#C)C1=NC(=CC=C1)OC)CC1CC2=CC(=C(C(=C2C1)F)I)OCOCCOC 2-(6-methoxypyridin-2-yl)but-3-yn-2-ol tert-butyl-({4-fluoro-5-iodo-6-[(2-methoxyethoxy)methoxy]-2,3-dihydro-1H-inden-2-yl}methyl)carbamate